3-(hydroxymethyl)thietane 1,1-dioxide OCC1CS(C1)(=O)=O